triethylsilyl 2-chloroisobutyrate ClC(C(=O)O[Si](CC)(CC)CC)(C)C